22-bromodocos-1-ene BrCCCCCCCCCCCCCCCCCCCCC=C